OP(O)(=O)OP(=O)(O)OP(=O)(O)O.C(CCCCCCCCCCCCCCCCC)[C@@](C(O)(CCCCCCCCCCCCCCCCCC)CCCCCCCCCCCCCCCCCC)(O)[C@@H](O)[C@H](O)[C@H](O)CO tristearyl-sorbitol triphosphate